tert-butyl (2R,5S)-4-(2-(chloromethyl)-5-methyl-6-oxo-5,6-dihydroimidazo[1,2-b]pyridazin-8-yl)-2,5-diethylpiperazine-1-carboxylate ClCC=1N=C2N(N(C(C=C2N2C[C@H](N(C[C@@H]2CC)C(=O)OC(C)(C)C)CC)=O)C)C1